(((4-(4-cyclopropylphenyl) bicyclo[2.2.2]oct-1-yl) methyl) amino)-3,4-dihydronaphthalene-2-carboxylate C1(CC1)C1=CC=C(C=C1)C12CCC(CC1)(CC2)CNC2=C(CCC1=CC=CC=C21)C(=O)[O-]